C(C#CC)N1CCC(CC1)N1[C@@H](C(N(C=2C=NC(=NC12)NC1=CC(=C(C(=O)NC2CC2)C=C1OC)F)C)=O)CC (R)-4-((8-(1-(2-butynyl)piperidin-4-yl)-7-ethyl-5-methyl-6-oxo-5,6,7,8-tetrahydropteridin-2-yl)amino)-N-cyclopropyl-2-fluoro-5-methoxybenzamide